2-[3,5-bis(difluoromethyl)-1H-pyrazol-1-yl]-1-[4-(4-{5-[2-fluoro-6-(prop-2-yn-1-yloxy)-phenyl]-4,5-dihydro-1,2-oxazol-3-yl}-1,3-thiazol-2-yl)piperidin-1-yl]ethanone FC(C1=NN(C(=C1)C(F)F)CC(=O)N1CCC(CC1)C=1SC=C(N1)C1=NOC(C1)C1=C(C=CC=C1OCC#C)F)F